CC(CC(C)O)(C)OO 1,1-dimethyl-3-hydroxybutyl hydrogen peroxide